4-(3-chloroanilino)-2'-{(2R)-2-phenyl-3-[(pyridin-3-yl)oxy]propyl}-2',3'-dihydrospiro[cyclohexane-1,1'-indene]-4-carboxylic acid ClC=1C=C(NC2(CCC3(C(CC4=CC=CC=C34)C[C@@H](COC=3C=NC=CC3)C3=CC=CC=C3)CC2)C(=O)O)C=CC1